tert-butyl 4-[7-({8-chloro-2-methylimidazo[1,2-a]pyrazin-6-yl} carbamoyl)-2-ethylindazol-4-yl]piperazine-1-carboxylate ClC=1C=2N(C=C(N1)NC(=O)C1=CC=C(C3=CN(N=C13)CC)N1CCN(CC1)C(=O)OC(C)(C)C)C=C(N2)C